4-(3-isopropyl-5-(piperidin-4-yl)-1H-indol-2-yl)-6-methyl-1H-pyrrolo[2,3-c]Pyridine-7(6H)-one C(C)(C)C1=C(NC2=CC=C(C=C12)C1CCNCC1)C=1C2=C(C(N(C1)C)=O)NC=C2